Methyl Chloroacrylate Benzyl-Methacrylate C(C1=CC=CC=C1)OC(C(=C)C)=O.ClC(C(=O)OC)=C